7-(3-(6-(3,5-dimethyl-1H-pyrazol-1-yl)-2-(pyridin-2-yl)pyrimidin-4-yl)ureido)-N-hydroxyheptanamide CC1=NN(C(=C1)C)C1=CC(=NC(=N1)C1=NC=CC=C1)NC(NCCCCCCC(=O)NO)=O